C1(CC1)S(=O)(=O)N1C[C@H]([C@@H](CC1)N)F (3R,4R)-1-(cyclopropylsulfonyl)-3-fluoropiperidin-4-amine